(3R)-3-(4-Chlorophenyl)-2-[(1S)-1-(4-chlorophenyl)ethyl]-3-{[(3S,4R)-4-hydroxyoxolan-3-yl]oxy}-6-(2-hydroxypropan-2-yl)-2,3-dihydro-1H-isoindol-1-on ClC1=CC=C(C=C1)[C@@]1(N(C(C2=CC(=CC=C12)C(C)(C)O)=O)[C@@H](C)C1=CC=C(C=C1)Cl)O[C@H]1COC[C@H]1O